N1=C(N=CC=C1)C1=C(C=CC=C1)C1=CC=CC=C1 pyrimidinyl-biphenyl